BrC1=CC=C(C=C1)C=1CC(C=CC1)(\C=C\C(=O)C1=CC=CC=C1)C1=CC=C(C=C1)OC1=NC2=CC=CC=C2N=C1 3-(4-bromophenyl)-1-(4-(quinoxalin-2-yloxy)phenyl)chalcone